N6-(4-methoxyphenyl)-9H-purine-2,6-diamine COC1=CC=C(C=C1)NC1=C2N=CNC2=NC(=N1)N